3-(Tert-butyl)-1-(4-(chloromethyl)phenyl)-1H-pyrazol-5-amine C(C)(C)(C)C1=NN(C(=C1)N)C1=CC=C(C=C1)CCl